(R,E)-2-cyano-N-(1-(3,4-dimethoxyphenyl)ethyl)-3-(5-(3-(3-(dimethylamino)propoxy)phenyl)-1H-pyrrolo[2,3-b]pyridin-3-yl)acrylamide C(#N)/C(/C(=O)N[C@H](C)C1=CC(=C(C=C1)OC)OC)=C\C1=CNC2=NC=C(C=C21)C2=CC(=CC=C2)OCCCN(C)C